[Si](O)(O)(O)O.OCC(O)CO glycerin silicate